3-(((7-(1H-pyrazol-4-yl)-2,3-dihydrofuro[3,2-c]pyridin-4-yl)amino)methyl)-N-((1-methyl-1H-imidazol-4-yl)methyl)benzamide N1N=CC(=C1)C=1C2=C(C(=NC1)NCC=1C=C(C(=O)NCC=3N=CN(C3)C)C=CC1)CCO2